FC1=C(C=C(C=C1)F)C(CC#CC#CC1=CC2=CC=C(C=C2C=C1)OCC1CCN(CC1)C)N1C(C2=CC=CC=C2C1)=O 2-(1-(2,5-difluorophenyl)-6-(6-((1-methylpiperidin-4-yl)methoxy)naphthalene-2-yl)hexa-3,5-Diyn-1-yl)isoindolin-1-one